NC=1C=2N(C3=CC(=C(C=C3N1)F)C(=O)N1[C@@H]3[C@H](CCC1)OC1=C3C=CC(=C1)Cl)C=NC2 (4-amino-7-fluoroimidazo[1,5-a]quinoxalin-8-yl)((4aS,9bS)-7-chloro-3,4,4a,9b-tetrahydrobenzofuro[3,2-b]pyridin-1(2H)-yl)methanone